3-chloro-6-(3,5-difluorophenoxy)-7-methylbenzo[d]isothiazole-1,1-dioxide ClC1=NS(C2=C1C=CC(=C2C)OC2=CC(=CC(=C2)F)F)(=O)=O